COC(=O)[C@H](CCC(C)(C)C)NC(=O)C=1C=CC(=NC1)OC=1C=C(C(=O)O)C=CC1 3-[[5-[[(1S)-1-methoxycarbonyl-4,4-dimethyl-pentyl]carbamoyl]-2-pyridyl]oxy]benzoic acid